3-methyl-2-butenyl-pinacol borate B(O)(O)O.CC(=CCCC(O)(C)C(C)(C)O)C